2-(phenylthiosulfonyl)Pyrimidine tert-butyl-(3aR,5s,6aS)-5-((6-chloro-4,5-dimethylpyridazin-3-yl)amino)hexahydrocyclopenta[c]pyrrole-2(1H)-carboxylate C(C)(C)(C)OC(=O)N1C[C@@H]2[C@H](C1)CC(C2)NC=2N=NC(=C(C2C)C)Cl.C2(=CC=CC=C2)S(=S)(=O)C2=NC=CC=N2